C(CCCCC(C)C)[SiH]([SiH2][SiH3])[O-] iso-octyl-trisilanolate